(naphthylphenyl)(naphthobenzothiophenyl)anthracene C1(=CC=CC2=CC=CC=C12)C1=C(C=CC=C1)C1=C(C2=CC3=CC=CC=C3C=C2C=C1)C1=CSC=2C1=CC=C1C2C=CC2=CC=CC=C21